(cycloheptyl)methyl-isopropyl-dimethoxysilane C1(CCCCCC1)C[Si](OC)(OC)C(C)C